C(#N)C1=CC=C2C=3C(C4=C(C(C3NC2=C1)(C)C)C=C(C(=C4)CC)C=4C=NN(C4)CC4CN(C4)C(=O)OCCCC)=O butyl 3-[[4-(3-cyano-9-ethyl-6,6-dimethyl-11-oxo-5H-benzo[b]carbazol-8-yl)pyrazol-1-yl]methyl]azetidine-1-carboxylate